C1(CCCCO1)=O VALEROLACTONE